CCC(CC)SC1=CC=C(C=C1)S(=O)(=O)N1C[C@@H](CCC1)C(=O)OCC Ethyl (R)-1-((4-(pentan-3-ylthio)phenyl)sulfonyl)piperidine-3-carboxylate